2,4-dichloro-6-(2,5-dihydrofuran-3-yl)pyridine (E)-ethyl-4-(3-bromo-5-methoxy-4-(3-o-tolylacryloyloxy)phenyl)-6-methyl-2-oxo-1,2,3,4-tetrahydropyrimidine-5-carboxylate C(C)OC(=O)C=1C(NC(NC1C)=O)C1=CC(=C(C(=C1)OC)OC(\C=C\C1=C(C=CC=C1)C)=O)Br.ClC1=NC(=CC(=C1)Cl)C=1COCC1